4-(tert-butoxycarbonylamino)phenylboronic acid C(C)(C)(C)OC(=O)NC1=CC=C(C=C1)B(O)O